O=C(CN1C(CNCC1)=O)C1=CC=C(C=C1)C1=NOC(=N1)C(F)(F)F 1-(2-oxo-2-(4-(5-(trifluoromethyl)-1,2,4-oxadiazol-3-yl)phenyl)ethyl)piperazin-2-one